7-[[5-(4-hydroxy-1-piperidyl)-2-pyridyl]amino]-4-(1-methylindol-4-yl)isoindolin-1-one OC1CCN(CC1)C=1C=CC(=NC1)NC=1C=CC(=C2CNC(C12)=O)C1=C2C=CN(C2=CC=C1)C